C(#N)C1=CC(=C(OCC2=NC=CC(=N2)OC2=CC(=C(C=C2)CC2=NC3=C(N2C[C@H]2OCC2)C=C(C=C3)C(=O)O)C)C=C1)F 2-{[4-({2-[(4-cyano-2-fluorophenoxy)methyl]pyrimidin-4-yl}oxy)-2-methylphenyl]methyl}-1-{[(2S)-oxetan-2-yl]methyl}-1H-1,3-benzodiazole-6-carboxylic acid